5-carboxy-1,10-phenanthroline C(=O)(O)C1=C2C=CC=NC2=C2N=CC=CC2=C1